C1=CC=CC=2C=CC=3C4=C(OC3C12)C(=CC=C4)B(O)O benzo[b]naphtho[2,1-d]furan-10-ylboronic acid